O1C(=CC=C1/C=C/C=1C=CC=2N(C3=CC=CC=C3C2C1)CCP(O)(O)=O)/C=C/C=1C=CC=2N(C3=CC=CC=C3C2C1)CCP(O)(O)=O ((((1E,1'E)-furan-2,5-diylbis(ethene-2,1-diyl))bis(9H-carbazole-3,9-diyl))bis(ethane-2,1-diyl))bis(phosphonic acid)